CC1(C(NCC1)=O)C=1OC(=NN1)C1=C(C=CC=C1)NC1=CC=C(C=C1)C(F)(F)F 3-methyl-3-(5-(2-((4-(trifluoromethyl)phenyl)amino)phenyl)-1,3,4-oxadiazol-2-yl)pyrrolidin-2-one